Cl.NC1CCN(CC1)CCCCNC(COC=1C=C2C(N(C(C2=CC1)=O)C1C(NC(CC1)=O)=O)=O)=O N-(4-(4-aminopiperidin-1-yl)butyl)-2-((2-(2,6-dioxopiperidin-3-yl)-1,3-dioxoisoindolin-5-yl)oxy)acetamide hydrochloride